4,5-pyridazinedicarboxylic acid N1=NC=C(C(=C1)C(=O)O)C(=O)O